((2-(2,6-dioxopiperidin-3-yl)-1-oxoisoindolin-5-yl)methyl)octanamide O=C1NC(CCC1N1C(C2=CC=C(C=C2C1)CC(C(=O)N)CCCCCC)=O)=O